NC1=C(C(=O)NC(C)C)C=C(C=N1)C1=C(C=C(C=C1)NC(CC1=CC=C(C=C1)CC)=O)C 2-amino-5-(4-(2-(4-ethylphenyl)acetamido)-2-methylphenyl)-N-isopropylnicotinamide